C(=C)C1=CC=C(COC(C2=CC(=C(C(=C2)O)O)O)=O)C=C1 3,4,5-trihydroxybenzoic acid-4-vinylbenzyl ester